C1(CC1)COC1=C(C=C(C=C1)S(=O)(=O)CC)C=1C=C(C(N(C1)C)=O)OC 5-[2-(cyclopropylmethoxy)-5-ethylsulfonylphenyl]-3-methoxy-1-methylpyridin-2-one